C(CCCCCCCC=CCC=CCCCCC)(=O)OCCCCC(CC(CCCCCCCC)CCCCCCCC)OC(=O)OCCCN(C)C 5-(((3-(dimethylamino) propoxy) carbonyl) oxy)-7-octylpentadecyl octadeca-9,12-dienoate